ClC1=CC=C2C(=N1)C(=NN2C2CN(CC2)C(C=C)=O)C2=CC=C(C=C2)C(F)(F)F 1-(3-(5-chloro-3-(4-(trifluoromethyl)phenyl)-1H-pyrazolo[4,3-b]pyridin-1-yl)pyrrolidin-1-yl)prop-2-en-1-one